BrC1=C(C=C(C(=C1)Br)OC)S(=O)(=O)NC(CNC1=CC=C(C=C1)F)CCCC 2,4-dibromo-N-(1-((4-fluorophenyl)amino)hexan-2-yl)-5-methoxybenzenesulfonamide